ClC1=NC=C(C(=N1)C=1C=NC(=C(C1)F)OC(C)C)F 2-chloro-5-fluoro-4-(5-fluoro-6-isopropoxypyridin-3-yl)pyrimidine